BrC1=C(C=C(C=C1)[N+](=O)[O-])N(S(=O)(=O)C)S(=O)(=O)C N-(2-bromo-5-nitrophenyl)-N-methanesulfonylmethanesulfonamide